FC(CC1CNCCC1O)F 3-(2,2-difluoroethyl)piperidin-4-ol